5-(2-dinaphthyl-methylsilylethyl)-2-norbornene C1(=CC=CC2=CC=CC=C12)[Si](CCC1C2C=CC(C1)C2)(C)C2=CC=CC1=CC=CC=C21